O=C1NC(CCC1N1C(N(C2=C1C=CC(=C2)CCCCCCCC(=O)O)C)=O)=O 8-[1-(2,6-dioxopiperidin-3-yl)-3-methyl-2-oxo-1,3-benzodiazol-5-yl]octanoic acid